8-(4-(difluoromethoxy)phenyl)-2-ethoxy-6-(2-hydroxy-1-methyl-1H-benzo[d]imidazol-6-yl)pyrido[2,3-d]pyrimidin-7(8H)-one FC(OC1=CC=C(C=C1)N1C(C(=CC2=C1N=C(N=C2)OCC)C=2C=CC1=C(N(C(=N1)O)C)C2)=O)F